2-((1-(3-isopropyl-6-methyl-2-morpholino-4-oxo-3,4-dihydroquinazolin-8-yl)ethyl)amino)benzoic acid C(C)(C)N1C(=NC2=C(C=C(C=C2C1=O)C)C(C)NC1=C(C(=O)O)C=CC=C1)N1CCOCC1